C(C)(C)(C)OC(=O)N1/C(/C(C(C1)(C(F)(F)F)C1CC1)=O)=C/N(C)C (E)-4-cyclopropyl-2-((dimethylamino)methylene)-3-oxo-4-(trifluoromethyl)pyrrolidine-1-carboxylic acid tert-butyl ester